C(C1=CC=CC=C1)S(=O)(=O)N1CCC2(CC(CO2)NC[C@@H](COC2=C(C=CC=C2)S(=O)(=O)NC)O)CC1 ((2S)-3-(8-(benzylsulfonyl)-1-oxa-8-azaspiro[4.5]dec-3-ylamino)-2-hydroxy-propoxy)-N-methylbenzenesulfonamide